5-(3-Trimethoxysilylpropoxymethyl)-1,3-Oxathiolane-2-One CO[Si](CCCOCC1CSC(O1)=O)(OC)OC